C(C1=CC=CC=C1)OCCN(C(OC(C)(C)C)=O)CCF 1-tert-Butyl (2-(benzyloxy)ethyl)(2-fluoroethyl)carbamate